methyl trans-4-((5-fluoro-4-(2-(2-hydroxypropan-2-yl)pyridin-4-yl)pyrimidin-2-yl)amino)cyclohexane-1-carboxylate FC=1C(=NC(=NC1)N[C@@H]1CC[C@H](CC1)C(=O)OC)C1=CC(=NC=C1)C(C)(C)O